ClC=1C=C2CCC[C@@]3(C2=CC1)COC1=C(N(C3)C[C@H]3[C@@H](CC3)C(=O)OC)C=C(C=C1)S(NC(C(C)(OCCNC)C)=O)(=O)=O methyl (1R,2R)-2-[[(3S)-6'-chloro-7-[[2-methyl-2-[2-(methylamino)ethoxy]propanoyl]sulfamoyl]spiro[2,4-dihydro-1,5-benzoxazepine-3,1'-tetralin]-5-yl]methyl]cyclobutanecarboxylate